OC(C(=O)O)C(C)(C)O.[Na] sodium 2,3-dihydroxy-3-methylbutanoic acid